O=C1NC(CCC1C1=C(C=C(C=C1F)N1CCC(CC1)N1C(CN(CC1)C(=O)OC(C)(C)C)=O)F)=O tert-butyl 4-(1-(4-(2,6-dioxopiperidin-3-yl)-3,5-difluorophenyl)piperidin-4-yl)-3-oxopiperazine-1-carboxylate